C(=C\C)/[C@H]1C[C@@]12C(CCC2)=O |r| (1RS,3RS)-1-((E)-prop-1-en-1-yl)spiro[2.4]Heptane-4-one